5-(1H-indole-5-yl)pyrazine-2-carboxylic acid methyl ester COC(=O)C1=NC=C(N=C1)C=1C=C2C=CNC2=CC1